FC(CN1C(=NC2=C1C=C(C=C2F)C2=CNC=1N=C(N=C(C12)OC)NC1CCC(CC1)(O)CC)C)F (1s,4s)-4-((5-(1-(2,2-difluoroethyl)-4-fluoro-2-methyl-1H-benzo[d]imidazol-6-yl)-4-methoxy-7H-pyrrolo[2,3-d]pyrimidin-2-yl)amino)-1-ethylcyclohexan-1-ol